Cl.FC1(CC(C1)NC)F 3,3-difluoro-N-methylcyclobutan-1-amine hydrochloride